(1S,3S)-3-((6-(5-(bromomethyl)-1-methyl-1H-pyrazol-4-yl)-2-methylpyridin-3-yl)oxy)cyclohexanecarboxylic acid isopropyl ester C(C)(C)OC(=O)[C@@H]1C[C@H](CCC1)OC=1C(=NC(=CC1)C=1C=NN(C1CBr)C)C